(1-sulfo-2-naphthalenyl)azo-2,7-naphthalene-disulfonic acid, trisodium salt [Na+].[Na+].[Na+].S(=O)(=O)([O-])C1=C(C=CC2=CC=CC=C12)N=NC1=C(C=CC2=CC=C(C=C12)S(=O)(=O)[O-])S(=O)(=O)[O-]